BrC1=CC(=C(C=C1)C1=CC(=C(C=C1)C(=O)OC)F)C methyl 4'-bromo-3-fluoro-2'-methyl-[1,1'-biphenyl]-4-carboxylate